1,2-bis((tert-butyl-(pyridin-2-yl)phosphino)methyl)benzene (S)-tert-butyl-2-((tert-butoxycarbonyl)amino)-4-(3-methyl-1,2,4-oxadiazol-5-yl)butanoate C(C)(C)(C)OC([C@H](CCC1=NC(=NO1)C)NC(=O)OC(C)(C)C)=O.C(C)(C)(C)P(C1=NC=CC=C1)CC1=C(C=CC=C1)CP(C1=NC=CC=C1)C(C)(C)C